C1(=CC=CC=C1)C1=NC(=NC(=N1)C1=CC=CC=C1)C1=CC2=C(OC3=C2C=C(C=C3)C3=NC(=NC(=N3)C3=CC=CC=C3)C3=CC=CC=C3)C=C1 2,8-bis(4,6-diphenyl-1,3,5-triazine-2-yl)dibenzo[b,d]furan